C(C)N1NC=C2N(C(=CC(=C21)O)N2[C@@H](COCC2)C)[2H] (R)-1-Ethyl-5-(3-methylmorpholinyl)-1H-pyrazolo[4,3-b]pyridin-7-ol-4-d